OCCC1OCC(C1O)O (2-hydroxyethyl)oxolane-3,4-diol